tert-butyl N-(2-aminophenyl)carbamate NC1=C(C=CC=C1)NC(OC(C)(C)C)=O